4-(cyclohexylamino)cyclohexanone C1(CCCCC1)NC1CCC(CC1)=O